5-(2-(benzyloxy)benzamido)-1H-imidazole-4-carboxamide C(C1=CC=CC=C1)OC1=C(C(=O)NC2=C(N=CN2)C(=O)N)C=CC=C1